C1=CC=CC=2NC(C3=CC=CC=C3C12)=O phenanthridin-6(5H)-one